[5-(2,4-difluorophenyl)isoxazol-3-yl]-[3,3-dimethyl-4-(1-methylpyrazol-4-yl)-1,4-dihydroisoquinolin-2-yl]methanone FC1=C(C=CC(=C1)F)C1=CC(=NO1)C(=O)N1CC2=CC=CC=C2C(C1(C)C)C=1C=NN(C1)C